NC1=NN2C(N=CC(=C2)Cl)=C1C(=O)NC=1C=NC=CC1N1CCC(CC1)N1CC(C1)OC 2-amino-6-chloro-N-(4-(4-(3-methoxyazetidin-1-yl)piperidin-1-yl)pyridin-3-yl)pyrazolo[1,5-a]pyrimidine-3-carboxamide